The molecule is a labdane diterpenoid resulting from the formal dehydration of the allylic hydroxy group of peregrinol. It is a labdane diterpenoid, a tertiary alcohol, an olefinic compound and a carbobicyclic compound. C[C@@H]1CC[C@@H]2[C@@]([C@]1(CCC(=C)C=C)O)(CCCC2(C)C)C